C(C=C)OC1=CC=C(C[C@H](N)C(=O)O)C=C1 O-allyl-tyrosine